C12(CCC(CC1)(CC2)CCO)CCO 2,2'-(bicyclo[2.2.2]octane-1,4-diyl)bis(ethane-1-ol)